CC1=CN(C2=CC=C(C=C12)NC(C=C)=O)C1=NC=NC(=C1)NC=1C=NN(C1)C N-[3-methyl-1-[6-[(1-methylpyrazol-4-yl)amino]pyrimidin-4-yl]indol-5-yl]prop-2-enamide